[Li+].F[As-](F)(F)(F)(F)F hexafluoroarsenate lithium salt